4,4-dihydroxy-8-{[1-(pyridine-3-carbonyl)azetidin-3-yl]oxy}-5-oxa-4-boranuidabicyclo[4.4.0]deca-1(6),7,9-triene-7-carboxylic acid disodium salt [Na+].[Na+].O[B-]1(CCC=2C=CC(=C(C2O1)C(=O)O)OC1CN(C1)C(=O)C=1C=NC=CC1)O.O[B-]1(CCC=2C=CC(=C(C2O1)C(=O)O)OC1CN(C1)C(=O)C=1C=NC=CC1)O